BrC1=C2CCC(C2=CC(=C1)C)O 4-bromo-6-methyl-2,3-dihydro-1H-indene-1-ol